dibutyltin bis(2-ethylhexylthioglycolate) C(C)C(CC(C(=O)[O-])S)CCCC.C(C)C(CC(C(=O)[O-])S)CCCC.C(CCC)[Sn+2]CCCC